ICC(=O)N1CCOCC1 2-iodo-1-morpholinoethan-1-one